tert-butyl N-[3-(5-bromo-2-cyano-1-benzofuran-3-yl)prop-2-yn-1-yl]-N-phenylcarbamate BrC=1C=CC2=C(C(=C(O2)C#N)C#CCN(C(OC(C)(C)C)=O)C2=CC=CC=C2)C1